[N+](=O)([O-])C1=CC=C(C=C1)S(=O)(=O)O\N=C(\C1=NC=C(C=C1S(=O)C1=CC=CC=C1)Cl)/N [(Z)-[amino-[3-(benzenesulfinyl)-5-chloro-2-pyridyl]methylene]amino] 4-nitrobenzenesulfonate